BrC1=C(C=C(C(=O)N2CC=3C(=NN4C3C(N(CC4)C(C)C4=CC=C(C=C4)NC(C)=O)=O)C[C@H]2C)C=C1)C#N N-(4-(1-((R)-2-(4-Bromo-3-cyanobenzoyl)-3-methyl-10-oxo-1,2,3,4,7,8-hexahydropyrido[4',3':3,4]pyrazolo[1,5-a]pyrazin-9(10H)-yl)ethyl)phenyl)acetamide